3-[4-(2-phenanthryl)phenyl]-9-(2-phenanthryl)-9H-carbazole C1=C(C=CC=2C3=CC=CC=C3C=CC12)C1=CC=C(C=C1)C=1C=CC=2N(C3=CC=CC=C3C2C1)C1=CC=2C=CC3=CC=CC=C3C2C=C1